CC(C(=O)O)CC(CC(C)=O)C 2,4-dimethyl-6-oxoheptanoic acid